Sec-butyl alcohol aluminium [Al].C(C)(CC)O